5-amino-7-chloro-6-fluoro-1,3-dihydroisobenzofuran-4-Carboxylic acid methyl ester COC(=O)C=1C=2COCC2C(=C(C1N)F)Cl